FC1=C(C=C2C=CN(C(C2=C1)=O)CCC[C@H](C#C)NC=1C=NN(C(C1C(F)(F)F)=O)COCC[Si](C)(C)C)C1=NC=C(C=N1)C(F)(F)F 7-fluoro-2-[(4R)-4-[[6-oxo-5-(trifluoromethyl)-1-(2-trimethylsilylethoxymethyl)pyridazin-4-yl]amino]hex-5-ynyl]-6-[5-(trifluoromethyl)pyrimidin-2-yl]isoquinolin-1-one